BrC=1C=CC(=C2C=C(NC12)C(=O)OCC)F ethyl 7-bromo-4-fluoro-1H-indole-2-carboxylate